2,3-diphenylcyclopropane-2-en-1-one C1(=CC=CC=C1)C=1C(C1C1=CC=CC=C1)=O